COC1CN2C(C=3C=CC=CC3C2=O)=C2N1C(C1=CC=CC=C21)=[Se] 8-methoxy-10-selenoxo-7,8-dihydropyrazino[2,1-a:3,4-a']diisoindol-5(10H)-one